(S)-2-(5-(2-((5-(difluoromethyl)-2,3-dihydro-1H-inden-2-yl)amino)pyrimidin-5-yl)-1,3,4-oxadiazol-2-yl)-1-(1,4,6,7-tetrahydro-5H-[1,2,3]triazolo[4,5-c]pyridin-5-yl)ethan-1-one FC(C=1C=C2C[C@H](CC2=CC1)NC1=NC=C(C=N1)C1=NN=C(O1)CC(=O)N1CC2=C(CC1)NN=N2)F